N-[6-(3-azabicyclo[3.1.0]hexane-3-yl)thiazolo[4,5-b]pyrazin-2-yl]-4-(5-chloro-2-methoxy-phenyl)-6-methyl-pyridine-3-carboxamide C12CN(CC2C1)C=1N=C2C(=NC1)N=C(S2)NC(=O)C=2C=NC(=CC2C2=C(C=CC(=C2)Cl)OC)C